N[C@H]1C[C@H](CC1)C1=CC(=NN1C(C)(C)C)NC1=NC=CC=N1 cis-N-(5-(3-aminocyclopentyl)-1-(tert-butyl)-1H-pyrazol-3-yl)pyrimidin-2-amine